NCC#CC1=NN2C(C=CC=C2NC2CC3(C2)CCN(CC3)C)=C1CC(F)(F)F 2-(3-aminoprop-1-yn-1-yl)-N-(7-methyl-7-azaspiro[3.5]nonane-2-yl)-3-(2,2,2-trifluoroethyl)pyrazolo[1,5-a]pyridine-7-amine